(R,E)-4-(3-(2-cyano-3-((1-(3,4-dimethoxyphenyl)ethyl)amino)-3-oxoprop-1-en-1-yl)-1H-pyrrolo[2,3-b]pyridin-5-yl)benzamide C(#N)\C(=C/C1=CNC2=NC=C(C=C21)C2=CC=C(C(=O)N)C=C2)\C(=O)N[C@H](C)C2=CC(=C(C=C2)OC)OC